N-(5-((6,7-dimethoxyquinolin-4-yl)oxy)pyridin-2-yl)-5-(4-fluorophenyl)-4-oxo-1,4-dihydropyridazine-3-carboxamide COC=1C=C2C(=CC=NC2=CC1OC)OC=1C=CC(=NC1)NC(=O)C1=NNC=C(C1=O)C1=CC=C(C=C1)F